3-bromo-4-methyl-4,5-dihydro-1H-1,2,4-triazol-5-one BrC1=NNC(N1C)=O